hydroxy-L-asparagine ON[C@@H](CC(N)=O)C(=O)O